(2S,3R) or (2R,3S)-2-[4-({6-chloro-7-[1-(2-methyloxetan-3-yl)piperidin-4-yl]quinazolin-2-yl}amino)-5-methyl-1H-pyrazol-1-yl]-2-methylpropanenitrile ClC=1C=C2C=NC(=NC2=CC1C1CCN(CC1)[C@H]1[C@@H](OC1)C)NC=1C=NN(C1C)C(C#N)(C)C |o1:17,18|